BrC1=CC=C2C3(CC=4C(=NOC4C2=C1)NS(=O)(=O)C1=C(C=CC=C1OC)F)CC3 N-(8'-bromo-4'H-spiro[cyclopropane-1,5'-naphtho[2,1-d]isoxazol]-3'-yl)-2-fluoro-6-methoxybenzenesulfonamide